C(C)(C)(C)OC(=O)N1CC(C1)OC1=NC=C(C2=CC(=NC=C12)Cl)C(C)(C)O 3-((6-chloro-4-(2-hydroxypropan-2-yl)-2,7-naphthyridin-1-yl)oxy)azetidine-1-carboxylic acid tert-butyl ester